CN1N=C(N=C1)COCC1=C(C(=O)O)C=CC(=N1)C(C(F)(F)F)(F)F 2-(((1-methyl-1H-1,2,4-triazol-3-yl)methoxy)methyl)-6-(perfluoroethyl)nicotinic acid